1-[4-[(8R)-8-[(3S)-3-(6-methylpyridin-3-yl)-1,2-oxazolidine-2-carbonyl]-5-azaspiro[2.5]octan-5-yl]pyrimidin-2-yl]pyrrolidin-2-one CC1=CC=C(C=N1)[C@H]1N(OCC1)C(=O)[C@@H]1CCN(CC12CC2)C2=NC(=NC=C2)N2C(CCC2)=O